tert-butyl 2-(4-methoxy-2-(trifluoromethyl)pyrimidin-5-yl)-2,8-diazaspiro[4.5]decane-8-carboxylate COC1=NC(=NC=C1N1CC2(CC1)CCN(CC2)C(=O)OC(C)(C)C)C(F)(F)F